C(#N)C1=C(OC2=CC(=NC=N2)OC2=C(C=CC=C2)/C(/C(=O)OC)=C\OC)C=CC=C1 methyl (E)-2-{2-[6-(2-cyanophenoxy) pyrimidin-4-yloxy]phenyl}-3-methoxyacrylate